NCC(C(CCN)O)O 1,5-diamino-2,3-pentanediol